FC(C=1C=CC(=NC1)NC1CCN(CC1)S(=O)(=O)C1=CC=C(C=C1)C1=CC=C2C=C(NC2=C1)C#N)(F)F 6-(4-((4-((5-(Trifluoromethyl)pyridin-2-yl)amino)piperidin-1-yl)sulfonyl)phenyl)-1H-indole-2-carbonitrile